C(#N)C=1C(=CC(=NC1)NC(=O)N1CCCC2=CC(=C(N=C12)C=O)CN1C([C@@H](CC1)OC)=C=O)OCCOC (R)-N-(5-cyano-4-(2-methoxyethoxy)pyridin-2-yl)-7-formyl-6-((3-methoxy-2-carbonylpyrrolidin-1-yl)methyl)-3,4-dihydro-1,8-naphthyridine-1(2H)-carboxamide